pyrimido[6',1':2,3]imidazo[4,5-c][2,6]naphthyridin-5(6H)-one C1=C2C3=C(NC(C2=CC=N1)=O)N1C(=N3)C=CN=C1